n-ethyl-2,6-dimethoxy-4-[5-[1-(2-morpholinoethyl)pyrazol-4-yl]benzimidazol-1-yl]benzamide C(C)NC(C1=C(C=C(C=C1OC)N1C=NC2=C1C=CC(=C2)C=2C=NN(C2)CCN2CCOCC2)OC)=O